C(C=C)(=O)N1CCC2(N(C(CS2)=O)CC=2OC(=CC2)C2=CC=CC3=CC=CC=C23)CC1 8-propenoyl-4-((5-(naphthalen-1-yl)furan-2-yl)methyl)-1-thia-4,8-diazaspiro[4.5]decan-3-one